((2-(1,4-dioxo-8-azaspiro[4.5]decane-8-yl)pyridin-3-yl)methyl)-2-(9-(pyridin-2-yl)-6-oxaspiro[4.5]decane-9-yl)ethanamine O=C1CCC(C12CCN(CC2)C2=NC=CC=C2CC(CC2(CCOC1(CCCC1)C2)C2=NC=CC=C2)N)=O